5-bromomethyl-2-chloro-3-fluoropyridine BrCC=1C=C(C(=NC1)Cl)F